propyl-5-(acetoxymethyl)furan C(CC)C=1OC(=CC1)COC(C)=O